CC1=C(C(=CC(=C1)C)C)N1C(N(CC1)C1=C(C=C(C=C1C)C)C)=C1C(C(C(CC1)(P(C1CCCCC1)C1CCCCC1)Cl)=CC=C(C)C)Cl [1,3-Bis-(2,4,6-trimethylphenyl)-2-imidazolidinyliden]dichloro-(3-methyl-2-butenyliden)-(tricyclohexylphosphin)